1-[6-(4-chloroanilino)-2-(2-hydroxy-2-methyl-propoxy)-5-nitro-pyrimidin-4-yl]-4-methyl-piperidine-4-carboxamide ClC1=CC=C(NC2=C(C(=NC(=N2)OCC(C)(C)O)N2CCC(CC2)(C(=O)N)C)[N+](=O)[O-])C=C1